C(C)(C)(C)OC(=O)N1C[C@@H](CC1)N1N=C(C=2C1=NC=NC2N)C2=C(C=C(C=C2)OC2=CC(=CC=C2)F)F (3R)-3-[4-amino-3-[2-fluoro-4-(3-fluorophenoxy)phenyl]-1H-pyrazolo[3,4-d]pyrimidin-1-yl]pyrrolidine-1-carboxylic acid tert-butyl ester